N1C=CC2=CC(=CC=C12)C1=NN2C(=NC=CC2=N1)C1=CC(=C(C(=C1)OC)OC)OC 2-(1H-5-indolyl)-5-(3,4,5-trimethoxyphenyl)-[1,2,4]triazolo[1,5-c]pyrimidine